racemic-(3R,4R)-4-(5-(2,4-difluorophenyl)isoxazole-3-carboxamido)-3-((1-(pyridin-2-yl)cyclopropyl)carbamoyl)piperidine-1-carboxylic acid tert-butyl ester C(C)(C)(C)OC(=O)N1C[C@H]([C@@H](CC1)NC(=O)C1=NOC(=C1)C1=C(C=C(C=C1)F)F)C(NC1(CC1)C1=NC=CC=C1)=O |r|